Dipropyldipropoxysilane C(CC)[Si](OCCC)(OCCC)CCC